FC1C(C1)C(=O)NC=1SC2=C(N1)C=CC(=C2)C2=C(C=CC(=C2)C(=C)C)C 2-fluoro-N-(6-(2-methyl-5-(prop-1-en-2-yl)phenyl)benzo[d]thiazol-2-yl)cyclopropane-1-carboxamide